CS(=O)(=O)C1=CC=C(C=C1)C1=NN2C(=NC=3C=CC=CC3C2=N1)N[C@H](C)C(=O)NCCC N2-{2-[4-(methylsulfonyl)phenyl][1,2,4]Triazolo[1,5-c]Quinazolin-5-yl}-N-propyl-D-alaninamide